O[C@H]1C[C@@H]2C(C[C@H]3[C@@H]4CC[C@H]([C@@H](CCC)C)[C@]4(CC[C@@H]3[C@]2(CC1)C)C)=O 3α-hydroxy-5α-cholan-6-one